COC1=C(C=C(C=C1)S(=O)(=O)N(C)C)NC1=NNC2=CC(=CC=C12)[C@@H]1C[C@@]12C(NC1=CC=C(C=C21)OC)=O 4-methoxy-3-({6-[(1r,2s)-5'-methoxy-2'-oxo-1',2'-dihydrospiro[cyclopropan-1,3'-indol]-2-yl]-1H-indazol-3-yl}amino)-N,N-dimethyl-benzene-1-sulfonamide